4-pyrrolidin-1-yl-pyridine N1(CCCC1)C1=CC=NC=C1